FC=1C=C2C(=C(C=NC2=CC1)C#N)N1CCC(CC1)CCS(=O)(=N)C 6-fluoro-4-(4-(2-(S-methylsulfonimidoyl)ethyl)piperidin-1-yl)quinoline-3-carbonitrile